BrC=1N=NN(C1)C(C(=O)O)C1CC1 (4-bromo-1,2,3-triazol-1-yl)(cyclopropyl)acetic acid